2-(2-methylallyloxy)aniline CC(COC1=C(N)C=CC=C1)=C